S(=O)(=O)(ON1[C@@H]2CC[C@H](N(C1=O)C2)C(NC(=O)C2CCC(CC2)NC(C)=O)=N)[O-].[Na+] sodium (2S,5R)-2-(N-(4-acetamidocyclohexane-1-carbonyl) carbamimidoyl)-7-oxo-1,6-diazabicyclo[3.2.1]octan-6-yl sulfate